N-(6-chloro-3-nitropyridine-2-yl)ethanesulfonamide ClC1=CC=C(C(=N1)NS(=O)(=O)CC)[N+](=O)[O-]